N-t-butyl-3-aminoindole C(C)(C)(C)N1C=C(C2=CC=CC=C12)N